IC1=C(C=2C(N=C1C)=NON2)C(=N)N(C)C (6-Iodo-5-methyl-[1,2,5]oxadiazolo[3,4-b]pyridin-7-yl)-N,N-dimethyl-formamidine